O=C1NCC(N1)=O 2,4-dioxoimidazolidin